aminopropylamine NCCCN